C(C)(C)(C)N(C(O)=O)CCON.ClC=1C=C(C=CC1F)C(C)=O 1-(3-chloro-4-fluorophenyl)ethan-1-one tert-butyl-2-(aminooxy)-ethylcarbamate